tert-butyl cis-2-(4-(1-methyl-1H-pyrazol-5-yl)piperidin-1-yl)-6-azaspiro[3.4]octane-6-carboxylate CN1N=CC=C1C1CCN(CC1)C1CC2(C1)CN(CC2)C(=O)OC(C)(C)C